COC=1C=C2C(=CN(C(C2=CC1OC)=O)C1=CC=C2CCCN(C2=C1)C)C(=O)N1CCCCC1 6,7-dimethoxy-2-(1-methyl-1,2,3,4-tetrahydroquinolin-7-yl)-4-(piperidine-1-carbonyl)isoquinolin-1(2H)-one